FC(C(=O)O)(F)F.FC(C(=O)O)(F)F.C1(=CC=C(C=C1)[C@@H]1C[C@@H](NCC1)C(=O)N[C@H](C(=O)NCC1=CC=C(C=C1)C(N)=N)C)C1=CC=CC=C1 (2R,4S)-4-([1,1'-biphenyl]-4-yl)-N-((S)-1-((4-carbamimidoylbenzyl)amino)-1-oxoprop-2-yl)piperidine-2-carboxamide bis-trifluoroacetate